C(C)(C)(C)OC(=O)N1N=C(C2=C(C=CC=C12)S)\C=C\C1=NC=C(C=C1)OCCC1CCN(CC1)C sulfanyl-3-[(trans)-2-[5-[2-(1-methyl-4-piperidinyl)ethoxy]-2-pyridinyl]vinyl]indazole-1-carboxylic acid tert-butyl ester